ClC1=C(C2=C(NC(O[C@@]23CN(CCC3)C(=O)C3=CN=C(N3)C(CCCC)(O)C3=CC=C(C=C3)F)=O)C=C1)F (3'R)-6-Chloro-5-fluoro-1'-(2-(1-(4-fluorophenyl)-1-hydroxypentyl)-1H-imidazole-5-carbonyl)spiro[benzo[d][1,3]oxazine-4,3'-piperidin]-2(1H)-one